4-azido-1,2-dichlorobenzene N(=[N+]=[N-])C1=CC(=C(C=C1)Cl)Cl